OC1=CC=C(C=C1CO)C(CN)C(=O)C(CN)C1=CC=C(C(=C1)CO)O 1-(4-hydroxy-5-hydroxymethyl phenyl)-aminoethyl ketone